2-[(4-methoxyphenyl)methoxy]-4-(2-oxo-1,2-dihydropyridin-1-yl)benzaldehyde COC1=CC=C(C=C1)COC1=C(C=O)C=CC(=C1)N1C(C=CC=C1)=O